6-{[(1R)-1-(4-chlorophenyl)-7-fluoro-5-[1-hydroxy-1-(1-methyl-1H-imidazol-4-yl)propyl]-3-oxo-1-[(3S)-oxolan-3-yloxy]-2,3-dihydro-1H-isoindol-2-yl]methyl}pyridine-3-carbonitrile ClC1=CC=C(C=C1)[C@@]1(N(C(C2=CC(=CC(=C12)F)C(CC)(C=1N=CN(C1)C)O)=O)CC1=CC=C(C=N1)C#N)O[C@@H]1COCC1